(2S,4S)-1-(3-Cyano-6-methyl-4-(trifluoromethyl)pyridin-2-yl)-N-(4-fluoro-3-methoxy-phenyl)-4-hydroxy-N-methyl-pyrrolidine-2-carboxamide C(#N)C=1C(=NC(=CC1C(F)(F)F)C)N1[C@@H](C[C@@H](C1)O)C(=O)N(C)C1=CC(=C(C=C1)F)OC